N-(4-([1,2,4]triazolo[1,5-a]pyridin-7-yloxy)-2-fluoro-5-methylphenyl)-6-((1R,5S)-8-azabicyclo[3.2.1]octan-3-yl)pyrido[3,2-d]pyrimidin-4-amine N=1C=NN2C1C=C(C=C2)OC2=CC(=C(C=C2C)NC=2C1=C(N=CN2)C=CC(=N1)C1C[C@H]2CC[C@@H](C1)N2)F